4-(2,6-bis(benzyloxy)pyridin-3-yl)aniline C(C1=CC=CC=C1)OC1=NC(=CC=C1C1=CC=C(N)C=C1)OCC1=CC=CC=C1